N-(2-dimethylamino-ethyl)-4-[3-(2-thienyl)imidazo[1,2-a]pyrazin-6-yl]benzamide CN(CCNC(C1=CC=C(C=C1)C=1N=CC=2N(C1)C(=CN2)C=2SC=CC2)=O)C